(5R,6S,7S)-3a-(4-chloro-3-((5-methylthiophen-3-yl)methyl)phenyl)-5-(hydroxymethyl)-2-isobutyl-5,6,7,7a-tetrahydro-3aH-pyrano[2,3-d]oxazole-6,7-diol ClC1=C(C=C(C=C1)C12N=C(OC1[C@H]([C@@H]([C@H](O2)CO)O)O)CC(C)C)CC2=CSC(=C2)C